N-[3,4-Dichloro-10-(1H-pyrazol-4-yl)-6,7,8,9-tetrahydropyrido[1,2-a]indol-7-yl]acetamide ClC1=CC=C2C(=C3N(C2=C1Cl)CC(CC3)NC(C)=O)C=3C=NNC3